N-{[6-(trifluoromethyl)pyridin-2-yl]methyl}-1,3-thiazole-5-carboxamide FC(C1=CC=CC(=N1)CNC(=O)C1=CN=CS1)(F)F